6-[7-[2-(dimethylamino)ethoxy]imidazo[1,2-a]pyridin-3-yl]-8-methoxy-2-(2,2,2-trifluoroethyl)-3,4-dihydroisoquinolin-1-one CN(CCOC1=CC=2N(C=C1)C(=CN2)C=2C=C1CCN(C(C1=C(C2)OC)=O)CC(F)(F)F)C